C(C)(C)N(P(OCCN1C=2N=CNC(C2N=C1COC(C1=CC=CC=C1)(C1=CC=C(C=C1)OC)C1=CC=C(C=C1)OC)=O)OCCC#N)C(C)C 2-(8-((Bis(4-methoxyphenyl)(phenyl)methoxy)methyl)-6-oxo-1H-purin-9(6H)-yl)ethyl (2-cyanoethyl) diisopropylphosphoramidite